C(C#C)N1C=NC=C1 1-(prop-2-yn-1-yl)-1H-imidazole